FC1=CC(=C2C=CN(C2=C1)S(=O)(=O)C)CO (6-fluoro-1-(methylsulfonyl)-1H-indol-4-yl)methanol